OC1=C(C=CC=C1)C1=CC(=CN=N1)N1CCC(CC1)(C(=O)N1C2CN(CC(CCC2)C1)CC1CCN(CC1)C1=CC=C(C=C1)[C@@H]1C(NC(CC1)=O)=O)C1=CC=CC=C1 (3R)-3-(4-{4-[(9-{1-[6-(2-HYDROXYPHENYL)PYRIDAZIN-4-YL]-4-PHENYLPIPERIDINE-4-CARBONYL}-3,9-DIAZABICYCLO[3.3.2]DECAN-3-YL)METHYL]PIPERIDIN-1-YL}PHENYL)PIPERIDINE-2,6-DIONE